2-(azidomethyl)-1H-benzo[d]Imidazole N(=[N+]=[N-])CC1=NC2=C(N1)C=CC=C2